CNC1=CC=C(C(=O)O)C=C1 4-(N-methylamino)benzoic acid